COC(CNCCC[C@H](C(C)C)N1CC2(C1)CN(CC2)C=2N=CN=NC2OC2=C(C(=O)N(C(C)C)CC)C=C(C=C2)F)OC (R)-2-((5-(2-(6-((2,2-dimethoxyethyl)amino)-2-methylhexan-3-yl)-2,6-diazaspiro[3.4]oct-6-yl)-1,2,4-triazin-6-yl)oxy)-N-ethyl-5-fluoro-N-isopropylbenzamide